C1(CCCCC1)C=1C(=C(C=CC1)C(C1=CC(=CC=C1)O)C1=C(C(=CC=C1)C1CCCCC1)O)O bis(3-cyclohexyl-2-hydroxyphenyl)-3-hydroxyphenylmethane